CC(C)CC(C(=O)NCC(=O)O)N L-leucyl-L-glycine